5,5-difluoro-N-[4-(methanesulfonylmethyl)phenyl]-5H,6H,7H,8H-pyrido[3,4-d]pyrimidin-2-amine FC1(CNCC=2N=C(N=CC21)NC2=CC=C(C=C2)CS(=O)(=O)C)F